2',3'-didehydro-3'-deoxythymidine [C@@H]1(C=C[C@@H](CO)O1)N1C(=O)NC(=O)C(C)=C1